(1S,2R,4S)-2-(hydroxymethyl)-2-(methoxymethyl)-4-(pyridin-2-yl)quinuclidin-3-one OC[C@@]1(N2CCC(C1=O)(CC2)C2=NC=CC=C2)COC